(E)-ethylglyoxylate C(C)C(C(=O)[O-])=O